tert-butyl 5-(3-cyano-6-(1-methyl-1H-pyrazol-4-yl) pyrazolo[1,5-a]pyridin-4-yl)-3',6'-dihydro-[2,4'-bipyridine]-1'(2'H)-formate C(#N)C=1C=NN2C1C(=CC(=C2)C=2C=NN(C2)C)C=2C=CC(=NC2)C=2CCN(CC2)C(=O)OC(C)(C)C